FC1=C(OC=2N=CC(=NC2)NC([C@H](C)[C@H]2CCC([C@H](C2)C2=CC=[N+](C=C2)[O-])(F)F)=O)C=CC(=C1)F 4-((1R,5S)-5-((R)-1-((5-(2,4-difluoro-phenoxy)-pyrazin-2-yl)-amino)-1-oxo-propan-2-yl)-2,2-difluoro-cyclohexyl)-pyridine 1-oxide